FC1=CC=C(C=C1)C1=CN=C(S1)NC1=CC2=C(C=N1)N=CN2CCNC(=O)[C@H]2N(CCC2)C(C(=C)F)=O (2S)-N-[2-[6-[[5-(4-fluorophenyl)thiazol-2-yl]amino]imidazo[4,5-c]pyridin-1-yl]ethyl]-1-(2-fluoroprop-2-enoyl)pyrrolidine-2-carboxamide